2-((3,5-dicyano-4-ethyl-6-(2,8-diazaspiro[4.5]decan-8-yl)pyridin-2-yl)thio)-2-phenylacetamide C(#N)C=1C(=NC(=C(C1CC)C#N)N1CCC2(CCNC2)CC1)SC(C(=O)N)C1=CC=CC=C1